FC1=CC=C(CNC2=C(C(=C(C(=O)N)C=C2[N+](=O)[O-])NCCCC=O)OCC2COC2)C=C1 4-((4-fluorobenzyl)amino)-((4-oxobutyl)amino)-3-(oxetan-3-ylmethoxy)-5-nitrobenzamide